(R)-N-(3-(2-((1,5-dimethyl-1H-pyrazol-3-yl)amino)-5-methylpyrimidin-4-yl)-1H-indol-7-yl)-2-(3-hydroxypyrrolidin-1-yl)acetamide CN1N=C(C=C1C)NC1=NC=C(C(=N1)C1=CNC2=C(C=CC=C12)NC(CN1C[C@@H](CC1)O)=O)C